ClC1=CC=C(C=C1)S(=O)CC1OC1 2-(((4-chlorophenyl)sulfinyl)methyl)oxirane